C(C(=O)OCCC(CC(CC(C)C)C)C)(=O)OC methyl (3,5,7-trimethyloctyl) oxalate